7-((4-(2-methyl-6-(methylcarbamoyl)pyridin-3-yl)piperazin-1-yl)methyl)isoxazolo[4,5-c]quinolin-4(5H)-one CC1=NC(=CC=C1N1CCN(CC1)CC=1C=CC=2C3=C(C(NC2C1)=O)C=NO3)C(NC)=O